(R)-3-carboxyl-2-hydroxy-N,N,N-trimethyl-1-propylammonium hydroxide [OH-].C(=O)(O)C[C@H](C[N+](C)(C)C)O